OCC(C)(C)OC=1C=C(C=CC1C)C(CCC1=C(N=C(S1)C1=CC=C(C=C1)C(F)(F)F)C(C)C)O 1-(3-((1-hydroxy-2-methylpropan-2-yl)oxy)-4-methylphenyl)-3-(4-isopropyl-2-(4-(trifluoromethyl)phenyl)thiazol-5-yl)propan-1-ol